CC=1C=C(C=C(C1)OC[C@@H]1CNCCO1)OC[C@@H]1CNCCO1 (2S,2'S)-2,2'-(((5-methyl-1,3-phenylene)bis(oxy))bis(methylene))dimorpholine